methylammonium tetrakis(o-tolyl)borate tert-Butyl-((1-(4-(((2S,4R)-2-methyl-1-propionyl-1,2,3,4-tetrahydroquinolin-4-yl)amino)phenyl)-1H-1,2,3-triazol-4-yl)methyl)carbamate C(C)(C)(C)N(C([O-])=O)CC=1N=NN(C1)C1=CC=C(C=C1)N[C@@H]1C[C@@H](N(C2=CC=CC=C12)C(CC)=O)C.C1(=C(C=CC=C1)[B-](C1=C(C=CC=C1)C)(C1=C(C=CC=C1)C)C1=C(C=CC=C1)C)C.C[NH3+].C[NH3+]